BrC=1C=NN(C1)C1=CC=C(C=C1)S(=O)(=O)CC 4-bromo-1-(4-(ethylsulfonyl)phenyl)-1H-pyrazole